C(C)(C)(C)OC(N(CC)C1=C(C(=CC=C1[N+](=O)[O-])Br)OC)=O (3-Bromo-2-methoxy-6-nitrophenyl)(ethyl)carbamic acid tert-butyl ester